CC(CCCCCC)P([O-])(=O)CC(CCCC)CC.[Ni+2].CC(CCCCCC)P([O-])(=O)CC(CCCC)CC nickel (1-methylheptyl)(2-ethylhexyl)phosphinate